C[C@@H](C(=O)O)CC (R)-2-methylbutanoic acid